acetic acid 3-(benzyloxy)-6-((6,7-dimethoxy-3,4-dihydro-isoquinolin-1-yl) methyl)-2-methoxybenzyl ester trifluoro-methanesulfonate FC(S(=O)(=O)O)(F)F.C(C1=CC=CC=C1)OC=1C(=C(COC(C)=O)C(=CC1)CC1=NCCC2=CC(=C(C=C12)OC)OC)OC